methyl 5-[4-([[(2R,3S)-3-[(tert-butoxycarbonyl) amino]-5-(methylcarbamoyl) pentan-2-yl]oxy]methyl) phenyl]pent-4-ynoate C(C)(C)(C)OC(=O)N[C@H]([C@@H](C)OCC1=CC=C(C=C1)C#CCCC(=O)OC)CCC(NC)=O